(cis)-Benzyl 5-(3-(tert-butoxycarbonyl)cyclobutyl)-3,3-difluorohexahydropyrrolo[3,4-b]pyrrole-1(2H)-carboxylate C(C)(C)(C)OC(=O)C1CC(C1)N1C[C@@H]2N(CC([C@@H]2C1)(F)F)C(=O)OCC1=CC=CC=C1